Ethyl (S)-3-(2',4'-Difluorobiphenyl-3-yl)-3-(3-(7-hydroxy-5-oxo-1,2,3,5-tetrahydroindolizin-6-yl)ureido)propanoat FC1=C(C=CC(=C1)F)C1=CC(=CC=C1)[C@H](CC(=O)OCC)NC(=O)NC=1C(N2CCCC2=CC1O)=O